BrC1=CC=CC=2C3=CC(=CC=C3N(C12)C1=CC(=CC=C1)[Si](C1=CC=CC=C1)(C1=CC=CC=C1)C1=CC=CC=C1)Br.[N].[Sc].[Al] aluminum scandium nitrogen 1,6-dibromo-9-(3-(triphenylsilyl)phenyl)-9H-carbazole